C(C1=CC=CC=C1)C1=NC(=CC(=C1)C1(CCC1)CC1=NN=CN1C)Cl 2-benzyl-6-chloro-4-(1-((4-methyl-4H-1,2,4-triazol-3-yl)methyl)cyclobutyl)pyridine